N-[(2-pyridyl)mesityl]methylideneamine N1=C(C=CC=C1)C1=C(C(=C(C=C1C)C)N=C)C